C(C)(C)(C)OC(C[C@H](NC(=O)OCC1=CC=CC=2C3=CC=CC=C3CC12)C(=O)O)=O N-fluorenylmethoxycarbonyl-aspartic acid-4-tert-butyl ester